C1(CC1)N1N=CC(=C1)[C@@H]1O[C@@H](C[C@@H](C1)C1=NC2=NC(=C(N=C2C(=N1)C1=C(C=C(C(=C1)F)F)F)C)C)C 2-[(2R,4S,6R)-2-(1-cyclopropylpyrazol-4-yl)-6-methyl-tetrahydropyran-4-yl]-6,7-dimethyl-4-(2,4,5-trifluorophenyl)pteridine